BrC=1C=C(C=C(C1)NC1=CC=CC=C1)NC1=CC=CC=C1 5-bromo-1,3-diphenylaminobenzene